FC=1C(=NC=C(C1)SC)CNC1=C(C=NC(=C1C1=CC=CC=C1)OC)N N4-((3-fluoro-5-(methylthio)pyridin-2-yl)methyl)-6-methoxy-5-phenylpyridine-3,4-diamine